C(C1=CC=CC=C1)[C@@]1([C@@H](C1)C1=CC(=CC=C1)OC)N trans-1-benzyl-2-(3-methoxyphenyl)cyclopropanamine